C1(CC1)CC1CN(CCN1C1=NC=C2C(=N1)N(N=C2I)C)C(=O)N(C)C 3-(Cyclopropylmethyl)-4-(3-iodo-1-methyl-1H-pyrazolo[3,4-d]pyrimidin-6-yl)-N,N-dimethylpiperazine-1-carboxamide